COC([C@@H](S(=O)(=O)C)C1[C@@H](N(C1)C(C1=CC=CC=C1)C1=CC=CC=C1)C)=O (2S)-2-[(2S)-1-benzhydryl-2-methyl-azetidin-3-yl]-2-methanesulfonyl-acetic acid methyl ester